4-(3-cyclohexylthioureido)benzenesulphonamide C1(CCCCC1)NC(NC1=CC=C(C=C1)S(=O)(=O)N)=S